COC(COC(=O)N1CC(C1)(C1=C(C=CC=C1)C(C)C)C(NC=1C(=NC(=CC1)C)OC(F)F)=O)=O 3-((2-(difluoromethoxy)-6-methylpyridin-3-yl)carbamoyl)-3-(2-isopropylphenyl)azetidine-1-carboxylic acid 2-methoxy-2-oxoethyl ester